C(C1=CC=CC=C1)N(C(O)=O)C(CO)C(CC)C syn-(±)-benzyl-(1-hydroxy-3-methylpent-2-yl)carbamic acid